N1C(=CC=2C=NC=CC21)[C@@H](C)NC(=O)[C@H]2N(C[C@@H](C2)OC(F)F)C(CN2C(C1=CC=C(C=C1C2)C2=CC=C(C=C2)F)=O)=O (2S,4R)-N-((R)-1-(1H-pyrrolo[3,2-c]pyridin-2-yl)ethyl)-4-(difluoromethoxy)-1-(2-(5-(4-fluorophenyl)-1-oxoisoindolin-2-yl)acetyl)pyrrolidine-2-carboxamide